CC1(C2=CC=CC=C2C=2C=CC(=CC12)N(C1=CC=CC=C1)C1=CC=C(C=C1)C1=CC=C(C=C1)N(C1=CC=2C(C3=CC=CC=C3C2C=C1)(C)C)C1=CC=CC=C1)C 4,4'-bis[N-(9,9-Dimethylfluoren-2-yl)-N-phenylamino]biphenyl